ethyl (2R,3S)-2-azido-3-hydroxy-4-methoxybutyrate N(=[N+]=[N-])[C@@H](C(=O)OCC)[C@@H](COC)O